5-(3-(5-(thiophen-3-ylmethyl)-4H-1,2,4-triazol-3-yl)phenoxy)-1H-indole S1C=C(C=C1)CC=1NC(=NN1)C=1C=C(OC=2C=C3C=CNC3=CC2)C=CC1